N[C@@H](CC(=O)N)C(=O)N1CC2=C(CC1)NC(=N2)C2=NNC1=CC(=CC=C21)C2=C(C=C(C=C2)O)CC (S)-3-amino-4-(2-(6-(2-ethyl-4-hydroxyphenyl)-1H-indazol-3-yl)-1,4,6,7-tetrahydro-5H-imidazo[4,5-c]pyridin-5-yl)-4-oxobutanamide